Cl.C(CC)(=O)O propionic acid hydrochloride